(1R,2S)-7-(cyclobutylsulfonyl)-2-((S)-5H-imidazo[5,1-a]isoindol-5-yl)-7-azaspiro[3.5]nonan-1-ol C1(CCC1)S(=O)(=O)N1CCC2(C[C@H]([C@H]2O)[C@@H]2N3C(C4=CC=CC=C24)=CN=C3)CC1